1-(6-chlorobenzo[d][1,3]dioxol-4-yl)-N-(piperidin-4-yl-methyl)methanamine ClC=1C=C(C2=C(OCO2)C1)CNCC1CCNCC1